CC(CC1OCCC(C1)(C)O)C 2-(2'-methylpropyl)-4-hydroxy-4-methyl-tetrahydropyran